F[C@H]1[C@@H]2CCCC(C[C@H]1N(C=1N=CC(=NC1)C1=C(C=C(C=C1)C1=CC(=NN1)C)O)C)N2 2-(5-{[(1S,2S,3R)-2-fluoro-9-azabicyclo[3.3.1]nonan-3-yl](methyl)amino}pyrazin-2-yl)-5-(3-methyl-1H-pyrazol-5-yl)phenol